CN1[C@H]([C@H](C1)C)COC1=C(N(N=C1)C)C1=CC=2N(C=C1)N=C(C2)NC(=O)C2CC2 N-[5-[4-[[(2R,3S)-1,3-dimethylazetidin-2-yl]methoxy]-2-methyl-pyrazol-3-yl]pyrazolo[1,5-a]pyridin-2-yl]cyclopropanecarboxamide